C1(=CCCCC1)C1=C2N(C(C(=N1)NCC1=CC(=CC(=C1)C)F)=O)[C@@H](CC2)C(=O)O (S)-1-(cyclohex-1-en-1-yl)-3-((3-fluoro-5-methylbenzyl)amino)-4-oxo-4,6,7,8-tetrahydropyrrolo[1,2-a]pyrazine-6-carboxylic acid